COC1=NC=CC(=C1)C1=CC=C2C(C(COC2=C1)(C)C)NC(O[C@@H]1CN2CCC1CC2)=O (S)-quinuclidin-3-yl (7-(2-methoxypyridin-4-yl)-3,3-dimethylchroman-4-yl)carbamate